CC1=C(C(=CC=C1)C)N[C@@H](C(=O)OC)C methyl R-2,6-dimethylphenylaminopropionate